(3R)-1-(5-((3-fluorophenyl)ethynyl)-2,3-dihydro-1H-inden-1-yl)pyrrolidine-3-carboxylic acid FC=1C=C(C=CC1)C#CC=1C=C2CCC(C2=CC1)N1C[C@@H](CC1)C(=O)O